tert-butyl ((1r,4r)-4-(2-(2,2-difluoroacetyl)hydrazine-1-carbonyl)cyclohexyl)carbamate FC(C(=O)NNC(=O)C1CCC(CC1)NC(OC(C)(C)C)=O)F